C(N)(OC1CCC(CC1)O)=O ((1s,4s)-4-hydroxycyclohexyl) carbamate